dimethyl-(pentafluorophenyl)sulfonium oxide C[S+](C1=C(C(=C(C(=C1F)F)F)F)F)(C)=O